methyl 2-(11-ethyl-1,9-diazatricyclo[6.3.1.04,12]dodeca-2,4,6,8(12)-tetraen-2-yl)-4-fluoro-3-methyl-pyrazolo[1,5-a]pyridine-6-carboxylate C(C)C1CNC=2C=CC=C3C=C(N1C32)C3=NN2C(C(=CC(=C2)C(=O)OC)F)=C3C